C(CCC\C=C/C\C=C/C\C=C/C\C=C/CCCCC)OCC(O)CO 1-arachidonylglycerol